C(C=C)(=O)N1C[C@@H]2COC3=C(C(N2CC1)=O)C(=NC(=C3Cl)C3=C(C(=CC=C3)F)F)N3C(C[C@H](C3)N(C)C)(C)C (R)-8-acryloyl-4-chloro-3-(2,3-difluorophenyl)-1-((R)-4-(dimethylamino)-2,2-dimethylpyrrolidin-1-yl)-6,6a,7,8,9,10-hexahydro-12H-pyrazino[2,1-c]pyrido[3,4-f][1,4]oxazepin-12-one